3-(3-cyanophenyl)-4-cyclopropyl-N-[2-(trifluoromethyl)pyridin-4-yl]-1,2-thiazole-5-carboxamide C(#N)C=1C=C(C=CC1)C1=NSC(=C1C1CC1)C(=O)NC1=CC(=NC=C1)C(F)(F)F